Furylalanin C[C@@H](C(=O)O)NC1=CC=CO1